8-iodo-7-methoxypyrido[4,3-d]pyrimidine-2,4-diol IC1=C(N=CC2=C1N=C(N=C2O)O)OC